FCCCS(=O)(=O)NC1=CC=C(C=C1)C=1C2=C(N=CN1)NC=C2 4-(4-((3-fluoropropyl)sulfonamido)phenyl)-7H-pyrrolo[2,3-d]pyrimidin